C(C)(C)(C)OOC(CCCCCCC)=O.N1C=C(C2=CC=CC=C12)CCC=1SC(=C(N1)C(C)C)N1CCCC1 2-(2-(1H-indol-3-yl)ethyl)-4-isopropyl-5-(pyrrolidin-1-yl)thiazole tert-butylperoxycaprylate